6-(3-((4-chloro-1H-indazol-5-yl)amino)-4-methyl-1H-pyrazol-1-yl)-N-isopropyl-3,4-dihydroisoquinoline-2(1H)-carboxamide ClC1=C2C=NNC2=CC=C1NC1=NN(C=C1C)C=1C=C2CCN(CC2=CC1)C(=O)NC(C)C